1-(tert-butyl) 3-(1,3-dioxoisoindolin-2-yl) pyrrolidine-1,3-dicarboxylate N1(CC(CC1)C(=O)ON1C(C2=CC=CC=C2C1=O)=O)C(=O)OC(C)(C)C